di-stearoyl-glycero-3-phosphorylethanolamine C(CCCCCCCCCCCCCCCCC)(=O)N(CCOP(OCC(CO)O)(=O)O)C(CCCCCCCCCCCCCCCCC)=O